[Pt+2].C(CCC)[Si](C(C(=O)C1=CC=CC=C1)C(=O)CC)(OC)OC.C(CCC)[Si](C(C(=O)C1=CC=CC=C1)C(=O)CC)(OC)OC bis[2-(butyldimethoxysilyl)1-phenyl-3-ethyl-1,3-propanedione] platinum (II)